N-(4-(6-cyano-7-(8-ethynyl-7-fluoro-3-hydroxynaphthalen-1-yl)-8-fluoro-2-((tetrahydro-1H-pyrrolizin-7a(5H)-yl)methoxy)quinazolin-4-yl)-1,4-oxazepan-6-yl)acrylamide C(#N)C=1C=C2C(=NC(=NC2=C(C1C1=CC(=CC2=CC=C(C(=C12)C#C)F)O)F)OCC12CCCN2CCC1)N1CCOCC(C1)NC(C=C)=O